4,5,6,7-tetrahydro-[1,2,3]oxadiazolo[3,4-a]pyridin N1OC=C2N1CCCC2